tert-Butyl 4-(((6-(cyclopropyl(4-(trifluoromethyl)benzyl)amino)-5-fluoropyrimidin-4-yl)amino)methyl)-4-ethynylpiperidine-1-carboxylate C1(CC1)N(C1=C(C(=NC=N1)NCC1(CCN(CC1)C(=O)OC(C)(C)C)C#C)F)CC1=CC=C(C=C1)C(F)(F)F